C(CCCCC)N1C(N(C(C1=O)=CC1=CC=C(C=C1)NCCOCCO)C)=[Se] 3-hexyl-5-(4-((2-(2-hydroxyethoxy)ethyl)amino)benzylidene)-1-methyl-2-selenoxoimidazolidin-4-one